BrC=1C=C(C=C(C1)Cl)NC(NC1=C(C(=O)NCCCO)C=CC(=C1)Br)=O 2-[3-(3-bromo-5-chlorophenyl)ureido]-4-bromo-N-(3-hydroxy-propyl)benzamide